6-[3-(pyridin-4-yl)-1,2,4-oxadiazol-5-yl]-3,4-dihydrospiro[1-benzopyran-2,1'-cyclohexane]-4-one N1=CC=C(C=C1)C1=NOC(=N1)C=1C=CC2=C(C(CC3(CCCCC3)O2)=O)C1